NC1CCC(CC1)C1(C2=CC=CC=C2C=2C=CC=CC12)C1CCC(CC1)N 9,9-bis(4-aminocyclohexyl)fluorene